C(C)(C)(C)OC(=O)NC(C(=O)N1[C@@H](C[C@H](C1)O)C(=O)OC)C(C)(C)C methyl (2S,4R)-1-[2-(tert-butoxycarbonylamino)-3,3-dimethyl-butanoyl]-4-hydroxy-pyrrolidine-2-carboxylate